(S)-10-((dimethylamino) methyl)-4-ethyl-4-hydroxy-3,14-dioxo-3,4,12,14-tetrahydro-1H-pyrano[3',4':6,7]indolizino[1,2-b]quinolin-9-ylpiperazine-1-carboxylate TFA salt OC(=O)C(F)(F)F.CN(C)CC=1C=2C=C3C(=NC2C=CC1OC(=O)N1CCNCC1)C1=CC2=C(C(N1C3)=O)COC([C@]2(O)CC)=O